ClC=1C(=C2C(=NC1)NC(=N2)C2=CC=C(C=C2)N2C(CN(CC2)CCCOC)C)NC2CCN(CC2)C 6-Chloro-2-{4-[4-(3-methoxypropyl)-2-methylpiperazin-1-yl]phenyl}-N-(1-methylpiperidin-4-yl)-3H-imidazo[4,5-b]pyridin-7-amine